l-homocystine methylester hydrochloride Cl.COC([C@H](CCSSCC[C@@H](C(=O)O)N)N)=O